NC=1C=CC(=NC1)N1N=C(C(=C1)C1=CN=CN1C)C(F)(F)F 5-[1-(5-amino-2-pyridyl)-3-(trifluoromethyl)pyrazol-4-yl]-1-methyl-imidazole